tert-butyl 4-[6-fluoro-2-(4-fluorophenyl)-3-(4-pyridyl)imidazo[4,5-b]pyridin-5-yl]piperazine-1-carboxylate FC=1C=C2C(=NC1N1CCN(CC1)C(=O)OC(C)(C)C)N(C(=N2)C2=CC=C(C=C2)F)C2=CC=NC=C2